C(C1=CC=CC=C1)(C1=CC=CC=C1)=NC=1N=NC(=CC1C(=O)[O-])C 3-(benzhydrylideneamino)-6-methyl-pyridazine-4-carboxylate